5-(bromomethyl)-1-phenyl-3-(p-tolyl)-1H-pyrazole BrCC1=CC(=NN1C1=CC=CC=C1)C1=CC=C(C=C1)C